7-bromo-1,3-dimethylpyrrolo[1,2-a]pyrazine BrC=1C=C2N(C=C(N=C2C)C)C1